4-(4-(1-aminoethyl)phenyl)phthalazin-1(2H)-one hydrochloride Cl.NC(C)C1=CC=C(C=C1)C1=NNC(C2=CC=CC=C12)=O